FC1=CC(=C(C=C1)NC=1C2=C(N=CN1)C=CN2CCOC)OC(C)C N-(4-fluoro-2-isopropoxy-phenyl)-5-(2-methoxyethyl)pyrrolo[3,2-d]pyrimidin-4-amine